CN1C(N(C2=C1C(=CC=C2)C#CC2CN(C2)CC2CCNCC2)C2C(NC(CC2)=O)=O)=O 3-[3-Methyl-2-oxo-4-[2-[1-(4-piperidylmethyl)azetidin-3-yl]ethynyl]benzimidazol-1-yl]piperidine-2,6-dione